COC[C@@H]1N(S(OC1)(=O)=O)C(=O)OC(C)(C)C tert-butyl (S)-4-(methoxymethyl)-1,2,3-oxathiazolidine-3-carboxylate 2,2-dioxide